(2r,4r)-2-(4-dihydroxyboryl-butyl)-4-(methylamino)pyrrolidine-2-carboxylic acid OB(CCCC[C@]1(NC[C@@H](C1)NC)C(=O)O)O